COC(=O)C1=CCC2(COC2)CC1 2-oxaspiro[3.5]non-6-ene-7-carboxylic acid methyl ester